BrC1=C2C(=NC=C1)N=CN2 D-7-bromo-1H-imidazo[4,5-b]Pyridine